Tert-butyl 5-[[4-[(2-cyanoacetyl)amino]-3-fluoro-phenyl]sulfonyl-[(4-methoxyphenyl)methyl]amino]thiazole-4-carboxylate C(#N)CC(=O)NC1=C(C=C(C=C1)S(=O)(=O)N(C1=C(N=CS1)C(=O)OC(C)(C)C)CC1=CC=C(C=C1)OC)F